CC=1SC(=C(N1)C)C1=NN(C(C=C1)=O)CC1CCN(CC1)C=1C(=NC=CN1)C#N 3-(4-((3-(2,4-dimethylthiazol-5-yl)-6-oxopyridazin-1(6H)-yl)methyl)piperidin-1-yl)pyrazine-2-carbonitrile